C(C#CC)N1CC(CCC1)N1[C@@H](C(N(C=2C=NC(=NC12)NC1=C(C=C(C(=O)NCC)C=C1)OC)C)=O)CC (R)-4-((8-(1-(2-butynyl)piperidin-3-yl)-7-ethyl-5-methyl-6-oxo-5,6,7,8-tetrahydropteridin-2-yl)amino)-N-ethyl-3-methoxybenzamide